FC=1C(=C(C=CC1F)[C@@H]1[C@@H](O[C@]([C@@H]1C)(C)C(F)F)C(=O)NC1=CC(=NC=C1)C(=O)N)OC (2R,3R,4R,5S)-4-[[3-(3,4-Difluoro-2-methoxy-phenyl)-5-(difluoromethyl)-4,5-dimethyl-tetrahydrofuran-2-carbonyl]amino]pyridin-2-carboxamid